2-[4-(1,3-benzoxazol-2-yl)-5-methoxy-1-methyl-6-oxopyrimidin-2-yl]-3-cyclobutyl-1,3-benzodiazol-5-ylurea O1C(=NC2=C1C=CC=C2)C=2N=C(N(C(C2OC)=O)C)C=2N(C1=C(N2)C=CC(=C1)NC(=O)N)C1CCC1